2-(1-chlorocyclopropyl)-1-(2-chlorophenyl)-3-(1H-1,2,4-triazol-1-yl)propane-2-ol ClC1(CC1)C(CC1=C(C=CC=C1)Cl)(CN1N=CN=C1)O